ClC1=CC(=CC(=N1)C=1C=NC=C(C1)C(F)(F)F)C1=C(C=NN1C)C1=NN=CN1C 6-chloro-4-(1-methyl-4-(4-methyl-4H-1,2,4-triazol-3-yl)-1H-pyrazol-5-yl)-5'-(trifluoromethyl)-[2,3'-bipyridine]